6,8-dichloropyrido[2,3-b]pyrazine ClC=1C=C(C=2C(=NC=CN2)N1)Cl